1,2-cyclobutanedicarboxylic acid chloride C1(C(CC1)C(=O)Cl)C(=O)Cl